C=C(CC(=O)O)[C@@H](C)[C@H]1CC[C@H]2[C@@H]3CCC4CCCC[C@]4(C)[C@H]3CC[C@]12C 22-methylene-cholanic acid